C(CCCC=CCCCCCC)=O 5-dodecen-1-al